(R)-1-(1H-indol-3-yl)-N-(4-methoxybenzyl)propan-2-amine N1C=C(C2=CC=CC=C12)C[C@@H](C)NCC1=CC=C(C=C1)OC